FC(C(=O)O)(F)F.N1=CC(=CC=C1)C#N pyridine-3-carbonitrile 2,2,2-trifluoroacetic acid salt